Cl.FC(C1=CC=C(C(=O)NCC2=C(C=C(C=C2)C2=NC=NN3C2=CC(=C3)C3=CC=C(C=C3)CN3CCC(CC3)C3=CC=C(C=C3)NC3C(NC(CC3)=O)=O)C)C=C1)F 4-(difluoromethyl)-N-[[4-[6-[4-[[4-[4-[(2,6-dioxo-3-piperidyl)amino]phenyl]-1-piperidyl]methyl]phenyl]pyrrolo[2,1-f][1,2,4]triazin-4-yl]-2-methyl-phenyl]methyl]benzamide HCl salt